4-(5-bromo-1-(tert-butoxycarbonyl)-3-ethyl-4-methyl-1H-indol-2-yl)-1H-pyrazolo[3,4-b]Pyridine-1-carboxylic acid tert-butyl ester C(C)(C)(C)OC(=O)N1N=CC=2C1=NC=CC2C=2N(C1=CC=C(C(=C1C2CC)C)Br)C(=O)OC(C)(C)C